C(C=CC=CC=CC=CC=CCCCCCCCCC)(=O)N1[C@@H](CCC1)C(=O)O N-eicosapentaenoyl-proline